2-methyl-2-(methyl-d3)propanal-3,3,3-d3 CC(C=O)(C([2H])([2H])[2H])C([2H])([2H])[2H]